C(C)N1N=NC(=C1)NCC(=O)O (1-ethyl-1H-1,2,3-triazol-4-yl)glycine